C(CCC)(=O)C=1NC2=CC=C(C=C2C1C=1N=NN(C1)CC1CCN(CC1)CCNS(=O)(=O)CC1=CC=C(C=C1)C(F)(F)F)F N-(2-(4-((4-(2-butyryl-5-fluoro-1H-indol-3-yl)-1H-1,2,3-triazol-1-yl)methyl)piperidin-1-yl)ethyl)-1-(4-(trifluoromethyl)phenyl)methanesulfonamide